Tert-butyl N-{[1-(4-chloro-3-fluorophenyl)-1H-1,2,4-triazol-5-yl]methyl}-N-ethylcarbamate ClC1=C(C=C(C=C1)N1N=CN=C1CN(C(OC(C)(C)C)=O)CC)F